benzo[d][1,3]dioxol-4-ylmethanamine O1COC2=C1C=CC=C2CN